C(CCC)N(C1=CC=CC2=CC=CC=C12)C1=CC=CC=C1 N-butylphenyl-α-naphthylamine